NC1=CC=C(C(=O)OCCCCC(=O)O)C=C1 5-((4-aminobenzoyl)oxy)pentanoic acid